N-[(3,5-dimethyl-1-phenyl-1H-pyrazol-4-yl)methylene]-4-(phenylmethyl)-1-piperazinamine CC1=NN(C(=C1C=NN1CCN(CC1)CC1=CC=CC=C1)C)C1=CC=CC=C1